CC1=CC(=CC=2\N=N/C3=C(CCC21)C=C(C=C3)I)C(=O)OCC3(N(CCC3)C)CCF (2-(2-fluoroethyl)-1-methylpyrrolidin-2-yl)methanol Methyl-(Z)-9-iodo-11,12-dihydrodibenzo[c,g][1,2]diazocine-3-carboxylate